2-(1-naphthoxy)-ethanol C1(=CC=CC2=CC=CC=C12)OCCO